C[C@@H]1N(CCC(C1)C1=CC2=C(N(C(O2)=O)C)C=C1)C(=O)NCCC1=CC=CC=C1 (2S)-methyl-4-(3-methyl-2-oxo-1,3-benzooxazol-6-yl)-N-(2-phenylethyl)piperidine-carboxamide